CO[Si](CCCN)(OC)OC (3-trimethoxysilanylpropyl)-amin